OC1=C(C(=CC(=C1C(=O)N1CC2=CC=CC=C2C1)CCCCC)O)C1CCCC(=C1)C (2,6-dihydroxy-5'-methyl-4-pentyl-1',2',3',4'-tetrahydro-[1,1'-biphenyl]-3-yl)(isoindolin-2-yl)methanone